α-mercaptobutanoic acid SC(C(=O)O)CC